2-(4-bromophenyl)-1-(piperidin-1-yl)ethan-1-one BrC1=CC=C(C=C1)CC(=O)N1CCCCC1